Cl.ClC=1C=C(C=CC1Cl)N1N=C(C=C1C1=CC=CC=C1)OCCN1C=NC=C1 1-{2-[1-(3,4-dichlorophenyl)-5-phenyl-1H-pyrazol-3-yloxy]ethyl}-1H-imidazole hydrochloride